Di-n-pentylether C(CCCC)OCCCCC